ClC=1C(=NC=C(C1)NC(=O)NC=1C=NC=2N(C1C1CCCC1)N=CC2)C2=NOC(=N2)CCCCCC(=O)O 6-{3-[3-Chloro-5-({[(7-cyclopentylpyrazolo[1,5-a]pyrimidin-6-yl)amino]carbonyl}amino)pyridin-2-yl]-1,2,4-oxadiazol-5-yl}hexanoic acid